C(C)OC1=CC=C(C(=N1)N)F 6-Ethoxy-3-fluoropyridin-2-amine